(6-bromo-3-chloropyrazin-2-yl)(tert-butoxycarbonyl)carbamic acid tert-butyl ester C(C)(C)(C)OC(N(C(=O)OC(C)(C)C)C1=NC(=CN=C1Cl)Br)=O